C(C)C(CN(CC(CCCC)CC)CN1N=CN=C1)CCCC N,N-Bis(2-ethylhexyl)-[(1,2,4-triazol-1-yl)methyl]amin